C(C)(=O)N1C[C@H]([C@@H](CC1)O)CNC(=O)NC1=NC=C(C(=C1)C1=C2N(N=C1)CC(C2)(C)C)Cl 1-(((3r,4r)-1-acetyl-4-hydroxypiperidin-3-yl)methyl)-3-(5-chloro-4-(5,5-dimethyl-5,6-dihydro-4H-pyrrolo[1,2-b]pyrazol-3-yl)pyridin-2-yl)urea